OC=1N=CC2=CC(=CC(=C2C1)C(=O)N1CCCCC1)C(=O)OC methyl 3-hydroxy-5-(piperidine-1-carbonyl)isoquinoline-7-carboxylate